5-(((2-((7-fluoro-4-methyl-3-oxo-1,2,3,4-tetrahydropyrido[2,3-b]pyrazin-6-yl)oxy)ethyl)amino)methyl)-3-(3-oxo-3,4-dihydro-2H-pyrazino[2,3-b][1,4]thiazin-6-yl)oxazolidin-2-one FC1=CC2=C(N(C(CN2)=O)C)N=C1OCCNCC1CN(C(O1)=O)C1=NC2=C(SCC(N2)=O)N=C1